ClC=1C=CC(=C(C1)N1CC(N(CC1=O)[C@@H](C(=O)NC1=CC2=CN(N=C2C=C1)C(F)F)CC1=CC=CC=C1)=O)N1N=NC(=C1)Cl (R)-2-(4-(5-chloro-2-(4-chloro-1H-1,2,3-triazol-1-yl)phenyl)-2,5-dioxopiperazin-1-yl)-N-(2-(difluoromethyl)-2H-indazol-5-yl)-3-phenylpropanamide